[Na+].[Na+].S(=O)(=O)(OCCCCCCCCCCCC)[O-].[Na+].C(CCCCCCCCCCC)OS(=O)(=O)[O-].C(CCCCCCCCCCC)OS(=O)(=O)[O-] sodium dodecyl sulfate, disodium salt